tert-butyl 2-[(3-bromo-4-fluoro-phenyl)methyl]-2,7-diazaspiro[3.4]octane-7-carboxylate BrC=1C=C(C=CC1F)CN1CC2(C1)CCN(C2)C(=O)OC(C)(C)C